N-(4-(2-propylhydrazine-1-carbonyl)benzyl)-1H-pyrrolo[3,2-c]pyridine-2-carboxamide C(CC)NNC(=O)C1=CC=C(CNC(=O)C2=CC=3C=NC=CC3N2)C=C1